NC=1CC(=CC2=C(N1)C=C(S2)C=2C=NN(C2)S(=O)(=O)N2CC(C2)CO)C(=O)N(CCC)CCC 5-amino-2-[1-[3-(hydroxymethyl)azetidin-1-yl]sulfonylpyrazol-4-yl]-N,N-dipropyl-6H-thieno[3,2-b]azepine-7-carboxamide